sodium 2-(8-chloro-2-(cyclopropyl(2-methoxyethyl)amino)-9-(methylthio)-5-oxobenzo[b][1,8]naphthyridin-10(5H)-yl)acetate ClC=1C=CC2=C(N(C=3N=C(C=CC3C2=O)N(CCOC)C2CC2)CC(=O)[O-])C1SC.[Na+]